methyl 2-bromo-7,7-difluoro-6,7-dihydro-5H-cyclopenta[b]pyridine-4-carboxylate BrC1=CC(=C2C(=N1)C(CC2)(F)F)C(=O)OC